FC1=C(C=C2CC3(C(NC(NC3=O)=O)=O)[C@@H]3N(C2=C1F)C[C@H](O[C@H]3C)C)C3=C(N=CO3)C3=CC=C(C=C3)F (2R,4S,4aS)-9,10-difluoro-8-(4-(4-fluorophenyl)oxazol-5-yl)-2,4-dimethyl-2,4,4a,6-tetrahydro-1H,1'H-spiro[[1,4]oxazino[4,3-a]quinoline-5,5'-pyrimidine]-2',4',6'(3'H)-trione